FC(C1=CC=NN1C1=CC=C(C=N1)S(=O)(=O)NC=1C(=CC=C2C=NN(C12)C)OC)F 6-[5-(difluoromethyl)pyrazol-1-yl]-N-(6-methoxy-1-methylindazol-7-yl)pyridine-3-sulfonamide